FC(CCC(CCCC)=O)(F)F 1,1,1-trifluoro-4-octanone